NC=1N=C(C2=C(N1)C=CN(C2)CC2CCNCC2)NCCCC 2-amino-4-(butylamino)-6-(piperidin-4-ylmethyl)pyrido[4,3-d]pyrimidine